C(C)(C)(C)OC(NCCCC#C)=O pent-4-yn-1-ylcarbamic acid Tert-butyl ester